(4aR,5S,6aS,7S)-5-hydroxy-4a,6a-dimethyl-2-oxo-2,3,4,4a,4b,5,6,6a,7,8,9,9a,9b,10-tetradecahydro-1H-indeno[5,4-f]quinoline-7-carboxylic acid O[C@H]1C[C@@]2([C@H](CCC2C2C1[C@]1(CCC(NC1=CC2)=O)C)C(=O)O)C